C(C)(C)(C)C1=CC=C(C=C1)C=CC(=O)C1=CC=C(C=C1)N1CCC(CC1)O 3-(4-Tert-butylphenyl)-1-[4-(4-hydroxypiperidin-1-yl)phenyl]prop-2-en-1-one